N-(2-Ethyl-4-methyl-5-oxo-5,6,7,8-tetrahydro-4H-pyrazolo[1,5-a][1,3]diazepin-6-yl)-1-(2-fluorobenzyl)-1H-1,2,4-triazol-3-carboxamid C(C)C1=NN2C(N(C(C(CC2)NC(=O)C2=NN(C=N2)CC2=C(C=CC=C2)F)=O)C)=C1